1-((E)-3-(pyridin-2-yl)acryloyl)hexahydropyrazino[2,1-c][1,2,4]oxadiazin-4(3H)-one N1=C(C=CC=C1)/C=C/C(=O)N1OCC(N2C1CNCC2)=O